O[C@@H](COCCC)C(N1CC=2N(CC1)C1=NC=C(N=C1C2)C(F)(F)F)=O (2S)-1-(2-hydroxy-3-oxo-3-(2-(trifluoromethyl)-6,7-dihydropyrrolo[1,5-a:2,3-b']dipyrazin-8(9H)-yl)propoxy)propan